C(CS(=O)(=O)O)S(=O)(=O)O.FC=1C=CC(=NC1)[C@@]1(CCOC2(C1)CCOCC2)CCNC2CC1=CC=CC=C1C2 (R)-N-(2-(4-(5-fluoropyridin-2-yl)-1,9-dioxaspiro[5.5]undecan-4-yl)ethyl)-2,3-dihydro-1H-inden-2-amine ethanedisulfonate